IC1=C(C=NC(=C1OC)C(F)(F)F)N 4-iodo-5-methoxy-6-(trifluoromethyl)pyridin-3-amine